undecan-8-yl acetate C(C)(=O)OC(CCCCCCC)CCC